C(C)(C)(C)OC(=O)NC1CN(CCC1F)C=1C2=C(N=CN1)C(=CC(=N2)Cl)C(=O)OC methyl 4-[3-[(tert-butoxycarbonyl) amino]-4-fluoropiperidin-1-yl]-6-chloropyrido[3,2-d]pyrimidine-8-carboxylate